C(C)N1CCN(CC1)C1CCN(CC1)C1=C(C=C(C(=C1)OC)NC1=NC=NC(=C1)N1OCC[C@@H]1C=1C=NC(=CC1)C)NC(C=C)=O N-(2-(4-(4-ethylpiperazine-1-yl)piperidine-1-yl)-4-methoxy-5-((6-((R)-3-(6-methylpyridine-3-yl)isoxazolidine-2-yl)pyrimidine-4-yl)amino)phenyl)acrylamide